CC(=O)N[C@@H]1[C@H]([C@H]([C@H](OC1OP(=O)([O-])OP(=O)([O-])OC[C@@H]2[C@H]([C@H]([C@@H](O2)N3C=CC(=O)NC3=O)O)O)CO)OS(=O)(=O)[O-])O The molecule is trianion of UDP-N-acetyl-D-galactosamine 4-sulfate arising from deprotonation of the sulfate and phosphate OH groups; major species at pH 7.3. It is a nucleotide-sugar oxoanion and an organosulfate oxoanion. It is a conjugate base of an UDP-N-acetyl-D-galactosamine 4-sulfate.